C(#N)C1=C(C=CC=C1)NC=1N=C(N=NC1C(=O)N)NC1=C(C=C2CCN(C(C2=C1)C)C)OC ((2-cyanophenyl)amino)-3-((6-methoxy-1,2-dimethyl-1,2,3,4-tetrahydroisoquinolin-7-yl)amino)-1,2,4-triazine-6-carboxamide